C(C)OC=1C=C(\C=C\2/C(NC(N(C2=O)C2=CC=C(C=C2)OC)=O)=O)C=CC1O (E)-5-(3-Ethoxy-4-hydroxybenzylidene)-1-(4-methoxyphenyl)pyrimidine-2,4,6(1H,3H,5H)-trione